N-(4-(4-(2-(difluoromethyl)-4-methoxy-1H-benzo[d]imidazol-1-yl)-6-morpholino-1,3,5-triazin-2-yl)phenyl)-2-(dimethylamino)ethanesulfonamide FC(C1=NC2=C(N1C1=NC(=NC(=N1)N1CCOCC1)C1=CC=C(C=C1)NS(=O)(=O)CCN(C)C)C=CC=C2OC)F